FC=1C(=C(C=C(C1)C(F)(F)F)O)I 3-fluoro-2-iodo-5-(trifluoromethyl)phenol